C(C1=CC=CC=C1)OCC1CC1 2-((benzyloxy)methyl)cyclopropane